BrC=1C=C(C=CC1F)N(C(=O)C1(CC1)C(=O)N)C1=CC=C(C=C1)F N-(3-bromo-4-fluorophenyl)-N-(4-fluorophenyl)cyclopropane-1,1-dicarboxamide